FC(C(O)C1CCN(CC1)C1=CC2=C(CC(O2)(C)CO)C=C1NC(=O)C=1C=NN2C1N=CC=C2)F N-(6-(4-(2,2-difluoro-1-hydroxyethyl)piperidin-1-yl)-2-(hydroxymethyl)-2-methyl-2,3-dihydrobenzofuran-5-yl)pyrazolo[1,5-a]pyrimidine-3-carboxamide